NC1=C(C=CC(=C1)NCC1=CC=C(C=C1)C(F)(F)F)NC(CCCCCCCCC)=O N-(2-amino-4-((4-(trifluoromethyl)benzyl)amino)phenyl)decanamide